2-(((4-Cyano-7-(4-isopropylphenyl)-2,3-dihydrobenzofuran-5-yl)amino)methyl)acrylic acid C(#N)C1=C(C=C(C2=C1CCO2)C2=CC=C(C=C2)C(C)C)NCC(C(=O)O)=C